(5-(2-amino-8-cyclobutoxy-4-methylquinazolin-6-yl)-2-methoxypyridin-3-yl)-2,4-difluorobenzenesulfonamide NC1=NC2=C(C=C(C=C2C(=N1)C)C=1C=C(C(=NC1)OC)C=1C(=C(C=CC1F)S(=O)(=O)N)F)OC1CCC1